N-Bocpiperidine-4-ol tert-butyl-4-(3-(5-(difluoromethyl)-1,3,4-thiadiazol-2-yl)-6-(N-(1-methylcyclopropyl)sulfamoyl)imidazo[1,5-a]pyridin-8-yl)piperidine-1-carboxylate C(C)(C)(C)C1N(CCC(C1)C=1C=2N(C=C(C1)S(NC1(CC1)C)(=O)=O)C(=NC2)C=2SC(=NN2)C(F)F)C(=O)OC2CCN(CC2)C(=O)OC(C)(C)C